tert-butyl 4-((2,2-difluoro-6-(4-(methoxycarbonyl)-3-(methylamino)phenyl)-7-azaspiro[3.5]nonan-7-yl)methyl)-5-methoxy-7-methyl-1H-indole-1-carboxylate FC1(CC2(C1)CC(N(CC2)CC2=C1C=CN(C1=C(C=C2OC)C)C(=O)OC(C)(C)C)C2=CC(=C(C=C2)C(=O)OC)NC)F